C(=C)C1=CC2=CC(=CC=C2C=C1)C=C 2,7-divinylnaphthalene